(4-(hydroxymethyl)pyridin-2-yl)methanone OCC1=CC(=NC=C1)C=O